(3Z,13E)-3,13-octadecadienyloxymethyl ether C(C\C=C/CCCCCCCC\C=C\CCCC)OCOCOCC\C=C/CCCCCCCC\C=C\CCCC